3-(2-(dimethylamino) ethyl)-1H-indol-5-yl propionate C(CC)(=O)OC=1C=C2C(=CNC2=CC1)CCN(C)C